OC1=C(C=CC=C1)C=1C=C2N3CCN(C[C@@H]3CNC2=NN1)C1CCN(CC1)C(=O)OCC[Si](C)(C)C 2-trimethylsilylethyl 4-[(10S)-4-(2-hydroxyphenyl)-1,5,6,8,12-pentazatricyclo[8.4.0.02,7]tetradeca-2,4,6-trien-12-yl]piperidine-1-carboxylate